FC1(CC2(CC(C2)NC2=NN3C(C=N2)=C(C=C3)C=3C=CC2=C(N(N=N2)C)C3)C1)F N-(6,6-difluorospiro[3.3]heptan-2-yl)-5-(1-methyl-1H-benzo[d][1,2,3]triazol-6-yl)pyrrolo[2,1-f][1,2,4]triazin-2-amine